2,2,3,3,3-pentachloro-1,1,1-trifluoropropane ClC(C(F)(F)F)(C(Cl)(Cl)Cl)Cl